α-(methoxycarbonyl)benzyl methacrylate C(C(=C)C)(=O)OC(C1=CC=CC=C1)C(=O)OC